2-mercapto-2-methylpentan SC(C)(CCC)C